C1(=CC=CC=C1)C=1C=C(SC1)C(N)=N 4-phenylthiophene-2-carboximidamide